3-hydroxyphenyl-boronic acid OC=1C=C(C=CC1)B(O)O